BrC=1C(=C(C=CC1)CN1CCN(CC1)C(=O)OC(C)(C)C)Cl Tert-Butyl 4-[(3-bromo-2-chlorophenyl)methyl]piperazine-1-carboxylate